(3-(1-(2,6-Dioxopiperidin-3-yl)-3-methyl-2-oxo-2,3-dihydro-1H-benzo[d]imidazol-5-yl)prop-2-yn-1-yl)piperazine-1-carboxylic acid tert-butyl ester C(C)(C)(C)OC(=O)N1C(CNCC1)CC#CC1=CC2=C(N(C(N2C)=O)C2C(NC(CC2)=O)=O)C=C1